NC1=NC=2C=C(C(=CC2C2=C1C(=NN2C)C)C(=O)N([C@@H]2COCC1=NC(=CC=C12)C(F)(F)F)C)F 4-amino-7-fluoro-N,1,3-trimeth-yl-N-((5S)-2-(trifluoromethyl)-5,8-dihydro-6H-pyrano[3,4-b]-pyridin-5-yl)-1H-pyrazolo[4,3-c]quinoline-8-carboxamide